FC1=C2[C@H](CCOC2=CC=C1)NC(C1=CN=C(C=C1)C1=C2C(=NC=C1)NC=C2C)=O (S)-N-(5-Fluorochroman-4-yl)-6-(3-methyl-1H-pyrrolo[2,3-b]pyridin-4-yl)nicotinamide